hydroxy-5α-pregnan-11,20-dione OCC([C@H]1CC[C@H]2[C@@H]3CC[C@H]4CCCC[C@]4(C)[C@H]3C(C[C@]12C)=O)=O